tert-butyl 4-[[4-[[4-[2-(2,6-dioxo-3-piperidyl)-1,3-dioxo-isoindolin-5-yl]piperazin-1-yl]methyl]-1-piperidyl]methyl]piperidine-1-carboxylate O=C1NC(CCC1N1C(C2=CC=C(C=C2C1=O)N1CCN(CC1)CC1CCN(CC1)CC1CCN(CC1)C(=O)OC(C)(C)C)=O)=O